C(C)(C)(C)C=1C=C(C=C(C1O)C(C)(C)C)CCC(=O)C(C(=O)NN)CC(CCC1=CC(=C(C(=C1)C(C)(C)C)O)C(C)(C)C)=O 2,3-bis{3-(3,5-di-t-butyl-4-hydroxyphenyl)propionyl}propionyl-hydrazine